7-methoxy-2-(tetrahydro-2H-pyran-2-yl)-2H-indazole-5-carboxylic acid methyl ester COC(=O)C1=CC2=CN(N=C2C(=C1)OC)C1OCCCC1